FC=1C=C(C=CC1C#C[Si](C)(C)C)CNC(OC(C)(C)C)=O tert-butyl N-[[3-fluoro-4-(2-trimethylsilylethynyl)phenyl]methyl]carbamate